2''-(4,6-diphenyl-1,3,5-triazin-2-yl)-4'-(4-(4,6-diphenyl-1,3,5-triazin-2-yl)phenyl)-[1,1':3',1''-terphenyl]-4-carbonitrile C1(=CC=CC=C1)C1=NC(=NC(=N1)C1=CC=CC=C1)C1=C(C=CC=C1)C=1C=C(C=CC1C1=CC=C(C=C1)C1=NC(=NC(=N1)C1=CC=CC=C1)C1=CC=CC=C1)C1=CC=C(C=C1)C#N